5-(4-(tert-butyl)naphthalen-2-yl)-9-(trifluoromethyl)indolo[1,2,3-cd]perimidine C(C)(C)(C)C1=CC(=CC2=CC=CC=C12)C1=NC=2C=CC=C3C=CC4=C(N1C=1C=CC(=CC14)C(F)(F)F)C23